(E)-4-(4-hydroxyphenyl)but-3-en-2-one OC1=CC=C(C=C1)/C=C/C(C)=O